N-(8,9-difluoro-6-oxo-1,4,5,6-tetrahydro-2H-pyrano[3,4-c]isoquinolin-1-yl)-5-methoxy-N-methyl-1H-indole-2-carboxamide FC=1C(=CC=2C3=C(NC(C2C1)=O)COCC3N(C(=O)C=3NC1=CC=C(C=C1C3)OC)C)F